tert-butyl trans-3-aminocyclobutane-1-carboxylate N[C@@H]1C[C@H](C1)C(=O)OC(C)(C)C